3,7-dimethyl-non-6-en-1-ol CC(CCO)CCC=C(CC)C